NC1=CC=C(C(=N1)C#N)C 6-amino-3-methylpyridinecarbonitrile